C(C1=CC=CC=C1)OC1=C(N2C(C3=C(C=CC=C13)C1=CC(=CC=C1)Cl)=NC=N2)C(=O)NCC(=O)OCC ethyl 2-[[6-benzyloxy-10-(3-chlorophenyl)-[1,2,4]triazolo[5,1-a]isoquinoline-5-carbonyl]amino]acetate